3-hydroxy-4-bromo-N-(3-chlorophenyl)pyrazole OC1=NN(C=C1Br)C1=CC(=CC=C1)Cl